C(C)OC(C)=O.N(CCO)CCO Diethanolamine Ethyl-Acetate